ClC(C(C(=O)OC)(F)F)(F)F Methyl 3-chloroperfluoropropanoate